S(N)(=O)(=O)C1=NC=CC(=C1)NC(C1=CN=CC(=C1)C(F)(F)F)=O N-(2-sulfamoylpyridin-4-yl)-5-(trifluoromethyl)nicotinamide